FC1(CCC(CC1)C#CC(C[C@@H]1[C@@H](C([C@H]2OC(OC[C@H]2O1)(C)C)N1N=NC(=C1)C1=CC(=C(C(=C1)F)F)F)OC)O)F 4-(4,4-difluorocyclohexyl)-1-((4ar,6r,7r,8ar)-7-methoxy-2,2-dimethyl-8-(4-(3,4,5-trifluorophenyl)-1H-1,2,3-triazol-1-yl)hexahydropyrano[3,2-d][1,3]dioxin-6-yl)but-3-yn-2-ol